8-(6-Amino-5-((2-amino-3-chloropyridin-4-yl)thio)pyrazin-2-yl)-3-methyl-2-oxa-8-azaspiro[4.5]decane-4-amine NC1=C(N=CC(=N1)N1CCC2(C(C(OC2)C)N)CC1)SC1=C(C(=NC=C1)N)Cl